BrCC#CC=1C=C2CCN(C(C2=CC1)C)C(=O)OC(C)(C)C tert-butyl 6-(3-bromoprop-1-yn-1-yl)-1-methyl-3,4-dihydroisoquinoline-2(1H)-carboxylate